3-(2,2-difluoroethyl)-azetidine hydrochloride Cl.FC(CC1CNC1)F